C(C)(C)(C)OC(=O)N[C@H](C(=O)O)CCSCCC(C)(C)C (S)-2-((tert-butoxycarbonyl)amino)-4-((3,3-dimethylbutyl)thio)butanoic acid